(R)-3-ethylpyrrolidine hydrochloride Cl.C(C)[C@H]1CNCC1